S1C=NC2=C1C=C(C=C2)\C=C\2/N=C(NC2=O)N[C@H](C(=O)OC)C(C)C Methyl (2S)-2-[[(4Z)-4-(1,3-benzothiazol-6-ylmethylene)-5-oxo-1H-imidazol-2-yl]amino]-3-methyl-butanoate